(R)-3-(5-(difluoromethoxy)-2-fluorophenyl)-N-(3-methyl-1,1-dioxidothietan-3-yl)-1-(methylsulfonyl)-4,5,6,7-tetrahydro-1H-indazole-6-carboxamide FC(OC=1C=CC(=C(C1)C1=NN(C=2C[C@@H](CCC12)C(=O)NC1(CS(C1)(=O)=O)C)S(=O)(=O)C)F)F